4'-(cyclopent-3-ene-1-carbonyl)-N-cyclopropyl-6-methyl-[1,1'-biphenyl]-3-carboxamide C1(CC=CC1)C(=O)C1=CC=C(C=C1)C1=CC(=CC=C1C)C(=O)NC1CC1